[N+](=O)([O-])C1=CC=C(CN2N=NC(=C2)C2=CC=C(C=C2)B2OC(C(O2)(C)C)(C)C)C=C1 1-(4-nitrobenzyl)-4-(4-(4,4,5,5-tetramethyl-1,3,2-dioxaborolan-2-yl)phenyl)-1H-1,2,3-triazole